BrC1=C(N=C2N(C1=O)C=C(N2CCOC)C)C(F)(F)F 6-bromo-1-(2-methoxyethyl)-2-methyl-7-(trifluoromethyl)imidazo[1,2-a]pyrimidin-5-one